5-azadeoxycytosine C1N=CNC(=N1)N